octyltin tris(2-ethylhexyl thioglycolate) C(C)C(CC(C(=O)[O-])S)CCCC.C(C)C(CC(C(=O)[O-])S)CCCC.C(C)C(CC(C(=O)[O-])S)CCCC.C(CCCCCCC)[Sn+3]